C(C)(C)(C)OC(=O)N1C(OCC1CC1C(N(C(C1)CC1=CC=CC=C1)C(=O)OC(C)(C)C)=O)(C)C.CN(C1=CC(=C(C=C1)OCOC)Br)C N,N-dimethyl-3-bromo-4-(methoxymethoxy)aniline tert-butyl-4-((5-benzyl-1-(tert-butoxycarbonyl)-2-oxopyrrolidin-3-yl)methyl)-2,2-dimethyloxazolidine-3-carboxylate